(Z)-ethyl 2-(2-((5-(3-(1-((tert-butoxycarbonyl)amino)ethyl)-2-fluorophenyl)-7-((dihydro-2H-pyran-4(3H)-ylidene)methyl)benzofuran-3-yl)methoxy)phenyl)acetate C(C)(C)(C)OC(=O)NC(C)C=1C(=C(C=CC1)C=1C=C(C2=C(C(=CO2)COC2=C(C=CC=C2)CC(=O)OCC)C1)C=C1CCOCC1)F